NC=1C(=C(C=CC1NC=O)C1=C2C(=CN=C1)SC(=C2C#N)NC(=O)OC(C)(C)C)F 2-methylpropan-2-yl {[4-(3-amino-4-formamido-2-fluorophenyl)-3-cyanothieno[2,3-c]pyridin-2-yl]amino}methanoate